(2R,4S)-N-((S)-1-(((R)-2-amino-6,7-dihydro-5H-cyclopenta[b]pyridin-5-yl)amino)-1-oxopropan-2-yl)-4-(2,4-difluorobenzyl)pyrrolidine-2-carboxamide NC1=CC=C2C(=N1)CC[C@H]2NC([C@H](C)NC(=O)[C@@H]2NC[C@H](C2)CC2=C(C=C(C=C2)F)F)=O